N1C=CC=2C1=NC=CC2C=2C=NN(C2)CC2=CC=C(C#N)C=C2 4-{[4-(1H-pyrrolo[2,3-b]pyridin-4-yl)-1H-pyrazol-1-yl]methyl}benzonitrile